N-formyl-valerolactam C(=O)N1C(CCCC1)=O